COC=1C(=CC=C2C=CC(NC12)=O)C 8-methoxy-7-methyl-1,2-dihydroquinolin-2-one